4-((6-methoxy-2-(4-methylpiperazin-1-yl)-7-(3-(pyrrolidin-1-yl)prop-1-yn-1-yl)quinazolin-4-yl)amino)tetrahydro-2H-thiopyran 1,1-dioxide COC=1C=C2C(=NC(=NC2=CC1C#CCN1CCCC1)N1CCN(CC1)C)NC1CCS(CC1)(=O)=O